t-butyl-iodine C(C)(C)(C)I